O=C1NC(CCC1OC1=CC=C(C=C1)C1CN(CCC1)C(=O)OC(C)(C)C)=O tert-butyl 3-[4-[(2,6-dioxo-3-piperidyl)oxy]phenyl]piperidine-1-carboxylate